CC1CC(OC1)=O 4-methyldihydrofuran-2(3H)-one